(3aR,4S,6R,6aR)-6-vinyl-2,2-dimethyl-hexahydrocyclopenta[d][1,3]dioxol-4-yl trifluoromethanesulfonate FC(S(=O)(=O)O[C@H]1C[C@@H]([C@H]2OC(O[C@H]21)(C)C)C=C)(F)F